C(\C=C(/C)\CCC=C(C)C)CC(C)=O geranylacetone